[Be].OC1=C(C=CC=C1)C1=NC=CC=C1.OC1=C(C=CC=C1)C1=NC=CC=C1 bis((2-hydroxyphenyl)pyridine) beryllium